Cl.ClC1(CCNCCC1)Cl 4,4-dichloroazepane hydrochloride